[2-(3-fluoro-5-methanesulfonylphenoxy)ethyl](propyl)amine FC=1C=C(OCCNCCC)C=C(C1)S(=O)(=O)C